C1(=CC=CC2=CC=CC=C12)O[P@](=O)(O[C@H](C(F)(F)F)[C@H]1O[C@H](C[C@@H]1O)N1C(NC(C(=C1)F)=O)=O)N[C@@H](C)C(=O)OC(C)C isopropyl ((R)-(naphthalen-1-yloxy)((S)-2,2,2-trifluoro-1-((2S,3S,5R)-5-(5-fluoro-2,4-dioxo-3,4-dihydropyrimidin-1(2H)-yl)-3-hydroxytetrahydrofuran-2-yl)ethoxy)phosphoryl)-L-alaninate